2-[(2R)-2-(methoxymethyl)pyrrolidin-1-yl]thiazole-4-carboxylic acid COC[C@@H]1N(CCC1)C=1SC=C(N1)C(=O)O